ClC1=CC=C(C(=N1)C(=O)O)NC(C)C1=C2N=C(C(=NC2=CC(=C1)C)C#N)N1CCC(CC1)(F)F 6-chloro-3-((1-(2-cyano-3-(4,4-difluoropiperidin-1-yl)-7-methylquinoxalin-5-yl)ethyl)amino)picolinic acid